(1S,3R)-3-amino-N-[2-(2,5-dioxo-2,5-dihydro-1H-pyrrol-1-yl)ethyl]cyclopentanecarboxamide N[C@H]1C[C@H](CC1)C(=O)NCCN1C(C=CC1=O)=O